N[C@]1([C@@H](CC[C@H](C1)CCB(O)O)CNC(C)(C)C)C(=O)O |r| rac-(1R,2S,5R)-1-amino-5-(2-boronoethyl)-2-((tert-butylamino)methyl)cyclohexanecarboxylic acid